tri-1-pyrrolidinylphosphonium hexafluorophosphat F[P-](F)(F)(F)(F)F.N1(CCCC1)[PH+](N1CCCC1)N1CCCC1